COCCOCCNC1=CN=CO1 5-((2-(2-methoxyethoxy)ethyl)amino)oxazole